OC=1C(OC(C1O)C1OC(OC1)(CCCCCCCCC)C)=O 3,4-dihydroxy-5-(2-methyl-2-nonyl-1,3-dioxolan-4-yl)furan-2(5H)-one